1,1,1,3-tetrafluoro-2-methoxypropane FC(C(CF)OC)(F)F